N-(7-(hydroxyamino)-7-oxoheptyl)-1,3,4,5-tetrahydro-2H-pyrido[4,3-b]indole-2-carboxamide ONC(CCCCCCNC(=O)N1CC2=C(NC=3C=CC=CC23)CC1)=O